C(C)(C)(C)[S@](=O)N[C@H]1CCC=2C(=CC=CC12)C(=O)OCC ethyl (S)-1-(((S)-tert-butylsulfinyl)amino)-2,3-dihydro-1H-indene-4-carboxylate